7-(trifluoromethyl)quinoline FC(C1=CC=C2C=CC=NC2=C1)(F)F